1-(2-chloro-4-((5-methoxy-2,3-dihydro-[1,4]dioxino[2,3-f]quinazolin-10-yl)oxy)phenyl)-3-(4-fluorophenyl)urea ClC1=C(C=CC(=C1)OC1=NC=NC2=CC(=C3C(=C12)OCCO3)OC)NC(=O)NC3=CC=C(C=C3)F